1-(5-(9-(2-methoxyphenyl)-6,7,8,9-tetrahydrobenzo[4,5]imidazo[1,2-a]pyridin-2-yl)pyrimidin-2-yl)azepan-4-ol COC1=C(C=CC=C1)C1CCCC=2N=C3N(C=C(C=C3)C=3C=NC(=NC3)N3CCC(CCC3)O)C21